1,8-bis(trifluoromethyl)-9H-carbazole FC(C1=CC=CC=2C3=CC=CC(=C3NC12)C(F)(F)F)(F)F